N-[[5-(1,2-dihydroxyethyl)-8-[4-(trifluoromethoxy)phenyl]-6-quinolinyl]methyl]-N-methyl-carbamic acid tert-butyl ester C(C)(C)(C)OC(N(C)CC=1C(=C2C=CC=NC2=C(C1)C1=CC=C(C=C1)OC(F)(F)F)C(CO)O)=O